6-(2-ethoxy-1-hydroxy-2-oxoethyl)-2,3-dihydro-4H-benzo[b][1,4]oxazine-4-carboxylate C(C)OC(C(O)C1=CC2=C(OCCN2C(=O)[O-])C=C1)=O